N-((7R)-2-cyano-2-azabicyclo[2.2.1]heptan-7-yl)-5-(2-(4-fluorophenoxy)phenyl)-1H-pyrazole-3-carboxamide C(#N)N1C2CCC(C1)[C@H]2NC(=O)C2=NNC(=C2)C2=C(C=CC=C2)OC2=CC=C(C=C2)F